1-(5-chloro-2-hydroxymethylphenyl)-3-(2,6-dichloropyridin-4-yl)urea ClC=1C=CC(=C(C1)NC(=O)NC1=CC(=NC(=C1)Cl)Cl)CO